Cl.C(C)(=O)O\N=C(\N)/C1=CSC(=C1)CN (E)-N'-acetoxy-5-(aminomethyl)thiophene-3-carboxamidine hydrochloride